C(#C)C1CN(C1)C(=O)OC(C)(C)C tert-butyl 3-ethynylazetidine-1-carboxylate